ClC=1C=C(C=C(C1)Cl)NC1=NC(=NC(=N1)S)S 6-[(3,5-dichlorophenyl)amino]-1,3,5-triazine-2,4-dithiol